C1(CCC1)C#CC=1C=C(C=CC1)C1=C(C(=C(N1CC1=CC(=C(C=C1)S(N)(=O)=O)F)CC1CC1)C=1SC=C(N1)C(=O)O)C 2-(5-(3-(cyclobutylethynyl)phenyl)-2-(cyclopropylmethyl)-1-(3-fluoro-4-sulfamoylbenzyl)-4-methyl-1H-pyrrol-3-yl)thiazole-4-carboxylic acid